FC(C(=O)O)(F)F.C(C1=CC=CC=C1)N1CC=2N=CN=C(C2CC1C)N1C[C@@H](CCC1)N (3R)-1-(7-benzyl-6-methyl-5,6,7,8-tetrahydropyrido[3,4-d]pyrimidin-4-yl)piperidin-3-amine trifluoroacetate